CC1=CC=C2C(=N1)N=C(O2)N2CCN(CC2)C(=O)C2=NC(=C(N=C2)OCC2(CC2)C(F)(F)F)C [4-(5-methyloxazolo[4,5-b]pyridin-2-yl)piperazin-1-yl]-[6-methyl-5-[[1-(trifluoromethyl)cyclopropyl]methoxy]pyrazin-2-yl]methanone